C(CCC)NCCS(=O)(=O)O N-butyl-taurine